C(CC)C(=O)OC1=CC(=C(C=C1)O)O 3,4-dihydroxyphenyl propylcarboxylate